(13R)-13-methyl-19-(oxan-2-yl)-7,11,14-trioxa-5,19,20,23-tetraazatetracyclo[13.5.2.12,6.018,21]tricosa-1(20),2(23),3,5,15(22),16,18(21)-heptaene C[C@@H]1COCCCOC2=NC=CC(C3=NN(C=4C=CC(O1)=CC34)C3OCCCC3)=N2